S(=O)([O-])[O-].[Mg+2].[Ca+2].S(=O)([O-])[O-] calcium-magnesium sulfite